5-(3-(2,2-difluoroethyl)-2-methyl-3H-imidazo[4,5-b]pyridin-5-yl)-N-((3S,4R)-3-methoxytetrahydro-2H-pyran-4-yl)pyrrolo[2,1-f][1,2,4]triazin-2-amine FC(CN1C(=NC=2C1=NC(=CC2)C=2C=CN1N=C(N=CC12)N[C@H]1[C@@H](COCC1)OC)C)F